SCCCCCCSCC(CS)SCCCCCCS 1,2-bis-(6'-mercaptohexylthio)-3-mercaptopropane